FC=1C(=CC(=C(C1)NC(C1=CC=C(C=C1)C=1CCNCC1)=O)C)C=1CCNCC1 N-[5-fluoro-2-methyl-4-(1,2,3,6-tetrahydro-pyridin-4-yl)-phenyl]-4-(1,2,3,6-tetrahydro-pyridin-4-yl)-benzamide